(aspartyl)ethylpiperidine N[C@@H](CC(=O)O)C(=O)CCN1CCCCC1